[2-[[1-(2,4-dichlorophenyl)pyrazol-3-yl]oxymethyl]-3-fluoro-phenyl]-4-methyl-tetrazol-5-one ClC1=C(C=CC(=C1)Cl)N1N=C(C=C1)OCC1=C(C=CC=C1F)N1N=NN(C1=O)C